C(C)(=O)[O-].CC1=C[NH2+]C=C1 3-methylpyrrolium acetate